CC=1C=C(C=CC1C=1C=NC=C(C1)B1OC(C(O1)(C)C)(C)C)N1C(CCC1)=O (3-methyl-4-(5-(4,4,5,5-tetramethyl-1,3,2-dioxaborolan-2-yl)pyridin-3-yl)phenyl)pyrrolidin-2-one